(3R)-N-[5-(furan-2-yl)-2-methyl-[1,2,4]triazolo[1,5-c]pyrimidin-7-yl]-3-hydroxypyrrolidine O1C(=CC=C1)C1=NC(=CC=2N1N=C(N2)C)N2C[C@@H](CC2)O